C(C)OC(=O)[C@H]1CN(CCC1)CC=1COC2=CC(=CC=C2C1)OCC=1C=C2C(=NN(C2=CC1)C(C)C)Cl (R)-1-[7-(3-chloro-1-isopropyl-1H-indazol-5-ylmethoxy)-2H-chromen-3-ylmethyl]-piperidine-3-carboxylic acid ethyl ester